C(C)(C)(C)OC(NC(C)C1=C(C(=CC=C1)S(=O)(=O)C)C)=O [1-(3-methanesulfonyl-2-methyl-phenyl)-ethyl]-carbamic acid tert-butyl ester